CC=1OC2=C(C1Br)C=CC=C2 2-methyl-3-bromobenzofuran